6-(2-Amino-5-(1-methyl-1H-pyrazol-4-yl)pyridin-3-yl)-2-(3,5-dimethoxyphenyl)pyridazin-3(2H)-on NC1=NC=C(C=C1C=1C=CC(N(N1)C1=CC(=CC(=C1)OC)OC)=O)C=1C=NN(C1)C